6-fluoro-2-(4'-(methoxymethyl)-[1,1'-biphenyl]-4-yl)quinoline-4-carboxylic acid FC=1C=C2C(=CC(=NC2=CC1)C1=CC=C(C=C1)C1=CC=C(C=C1)COC)C(=O)O